CP(C1=C(C=CC=C1)NC1=NC(=NC=C1C(F)(F)F)NC1=CC=C(C=C1)CNC1=CC(=CC=C1)C1CNCCC1)(C)=O dimethyl(2-((2-((4-(((3-(piperidin-3-yl)phenyl)amino)methyl)phenyl)amino)-5-(trifluoromethyl)pyrimidin-4-yl)amino)phenyl)phosphine oxide